2-methyl-5-(3-(trifluoromethyl)pyrrolidin-1-yl)pyridin CC1=NC=C(C=C1)N1CC(CC1)C(F)(F)F